C(C)OC(=O)C=1C(=NC(=NC1C)SC)Cl 4-Chloro-6-methyl-2-(methylthio)pyrimidine-5-carboxylic acid ethyl ester